(1S,4S)-tert-Butyl 5-(4-amino-3-cyanophenyl)-2,5-diazabicyclo[2.2.1]heptane-2-carboxylate NC1=C(C=C(C=C1)N1[C@@H]2CN([C@H](C1)C2)C(=O)OC(C)(C)C)C#N